3-(4-piperidyl)propyl 6-[5-(6-methyl-2-pyridyl)-1H-imidazol-4-yl]quinoline-3-carboxylate CC1=CC=CC(=N1)C1=C(N=CN1)C=1C=C2C=C(C=NC2=CC1)C(=O)OCCCC1CCNCC1